CNC=1N=C(C(=NC1C=1C2=C(C=NC1)N(C=N2)C)C(=O)OC)NC2=CC=C(C=C2)N2[C@H]1CN([C@@H](C2)C1)C Methyl 5-(methylamino)-3-[4-[(1R,4R)-5-methyl-2,5-diazabicyclo[2.2.1]heptan-2-yl]anilino]-6-(3-methylimidazo[4,5-c]pyridin-7-yl)pyrazine-2-carboxylate